CN(C)C[Si](C1=CC=C(C=C)C=C1)(OCC)OCC 4-(dimethylaminomethyldiethoxysilyl)styrene